benzyl (R)-4-(4-(2-fluoro-5-methyl-4-(1-(3-(1-methylcyclopropyl)-1,2,4-oxadiazole-5-carboxamido)ethyl)phenyl)-9H-pyrimido[4,5-b]indol-7-yl)piperazine-1-carboxylate FC1=C(C=C(C(=C1)[C@@H](C)NC(=O)C1=NC(=NO1)C1(CC1)C)C)C1=NC=NC=2NC3=CC(=CC=C3C21)N2CCN(CC2)C(=O)OCC2=CC=CC=C2